C(C)(C)(C)C1=C(C=CC=C1O)C tert-butyl-(m-cresol)